3-(1-oxo-5-((4-((((1R,2S,4R)-1,7,7-trimethylbicyclo[2.2.1]heptan-2-yl)amino)methyl)benzyl)thio)isoindolin-2-yl)piperidine-2,6-dione O=C1N(CC2=CC(=CC=C12)SCC1=CC=C(C=C1)CN[C@@H]1[C@@]2(CC[C@H](C1)C2(C)C)C)C2C(NC(CC2)=O)=O